(((4r,6s)-9-(5-(2-hydroxy-prop-2-yl)pyrazin-2-yl)-4-methyl-8-oxo-7-oxa-9-azadispiro[2.2.46.23]dodecane-4-yl)methyl)-1H-benzo[d]imidazole-6-carbonitrile OC(C)(C)C=1N=CC(=NC1)N1C(O[C@@]2(C[C@@](C3(CC3)CC2)(C)CN2C=NC3=C2C=C(C=C3)C#N)C1)=O